FC(C1=CC=CC(=N1)NC(=O)C=1C(=CC=2N(C1)C=C(N2)C2CCN(CC2)CC(=C2CCN(CC2)C2=CC=C(C=C2)[N+](=O)[O-])F)OC(C)C)F N-[6-(difluoromethyl)-2-pyridyl]-2-[1-[2-fluoro-2-[1-(4-nitrophenyl)-4-piperidylidene]ethyl]-4-piperidyl]-7-isopropoxy-imidazo[1,2-a]pyridine-6-carboxamide